C1(=CC=CC=C1)C1(C2=CC=CC=C2C=2C=CC(=CC12)N)C1=CC=CC=C1 9,9-Diphenyl-9H-fluoren-2-amine